C1=CC=CO1 oxa-cyclopentadiene